(S)-6-(4'-amino-4'H,6'H-spiro[piperidine-4,5'-pyrrolo[1,2-b]pyrazol]-1-yl)-3-(2,3-dichlorophenyl)-2-methylpyrimidin-4(3H)-one N[C@H]1C2(CN3N=CC=C31)CCN(CC2)C2=CC(N(C(=N2)C)C2=C(C(=CC=C2)Cl)Cl)=O